(5S)-1,1-difluoro-5-(4-(methoxycarbonyl)phenyl)-6-azaspiro[2.5]octane-6-carboxylic acid benzyl ester C(C1=CC=CC=C1)OC(=O)N1[C@@H](CC2(CC2(F)F)CC1)C1=CC=C(C=C1)C(=O)OC